tert-butyl 4-(6-(4-chloro-3-(2,2-difluoroethyl)-1H-pyrrolo[2,3-b]pyridin-5-yl) pyridin-2-yl)-3-oxopiperazine-1-carboxylate ClC1=C2C(=NC=C1C1=CC=CC(=N1)N1C(CN(CC1)C(=O)OC(C)(C)C)=O)NC=C2CC(F)F